6-bromo-4-methoxy-2,8-dimethylpyrido[2,3-d]pyrimidin-7(8H)-one BrC1=CC2=C(N=C(N=C2OC)C)N(C1=O)C